N-(6-methyl-3-oxo-2,3-dihydro-1,2,4-triazin-4(5H)-yl)phenylmethylsulfonamide CC=1CN(C(NN1)=O)NS(=O)(=O)CC1=CC=CC=C1